ClC=1C=C(C(=NC1)[C@H](C1(CCC1)F)C1N(C(C2=CC=C(C=C12)C(=O)N)=O)C1C(NC(CC1)=O)=O)F ((R)-(5-chloro-3-fluoropyridin-2-yl)(1-fluorocyclobutyl)methyl)-2-(2,6-dioxopiperidin-3-yl)-1-oxoisoindoline-5-carboxamide